rac-3-azido-3-phenylspiro[bicyclo[2.2.1]heptane-2,1'-cyclopentane] N(=[N+]=[N-])C1(C2CCC(C2)C12CCCC2)C2=CC=CC=C2